CN(C1=NC=CC(=C1)C1=CC(=NC=C1)NC(\C=C\C=1C=C(C=CC1)C)=O)CCCCC (E)-N-(2'-(methyl-(pentyl)amino)-[4,4'-bipyridyl]-2-yl)-3-(m-tolyl)acrylamide